(S)-(3-aminopyrrolidin-1-yl)(5-(2-fluoro-4-(piperidin-4-yl)phenyl)-3-methylthiophen-2-yl)methanone N[C@@H]1CN(CC1)C(=O)C=1SC(=CC1C)C1=C(C=C(C=C1)C1CCNCC1)F